(6S)-6-[2-Chloro-3-(pyridin-3-yl)-phenyl]-2-imino-6-methyl-3-[(2S,4S)-2-methyltetrahydropyran-4-yl]hexahydropyrimidin-4-one trifluoroacetic acid salt FC(C(=O)O)(F)F.ClC1=C(C=CC=C1C=1C=NC=CC1)[C@@]1(CC(N(C(N1)=N)[C@@H]1C[C@@H](OCC1)C)=O)C